OC1=NC=C(C=N1)C=1SC(=CN1)CNC(=O)C1=CC2=C(S(C3=C(C(N2)=O)C=CC=C3)(=O)=O)C=C1 N-((2-(2-hydroxypyrimidin-5-yl)thiazol-5-yl)methyl)-11-oxo-10,11-dihydrodibenzo[b,f][1,4]thiazepine-8-carboxamide 5,5-dioxide